BrC1=NC=CC(=C1)NCC=1N=C2N(C=C(C=C2N2S(CCC2)(=O)=O)C2CC2)C1 2-(2-(((2-bromopyridin-4-yl)amino)methyl)-6-cyclopropylimidazo[1,2-a]pyridin-8-yl)isothiazolidine 1,1-dioxide